(4-amino-4-methylpiperidin-1-yl)(cyclopropyl)methanone hydrochloride Cl.NC1(CCN(CC1)C(=O)C1CC1)C